NC=1N=NC(=CC1N1N=CC(=C1)C1CCN(CC1)C(=O)OC(C)(C)C)C1=C(C=CC=C1)O tert-butyl 4-(1-(3-amino-6-(2-hydroxyphenyl)pyridazin-4-yl)-1H-pyrazol-4-yl)piperidine-1-carboxylate